dicyclohexyl ether C1(CCCCC1)OC1CCCCC1